BrC1=CC(=C2C(=NC(=NC2=C1F)SC)N1[C@@H](COCC1)CO)F (R)-(4-(7-bromo-5,8-difluoro-2-(methylthio)quinazolin-4-yl)morpholin-3-yl)methanol